(1R,5R,6S)-6-hydroxy-8-(4-methoxybenzyl)-8-azabicyclo[3.2.1]octan-3-one O[C@@H]1[C@H]2CC(C[C@@H](C1)N2CC2=CC=C(C=C2)OC)=O